4-fluoro-2-((3r,5r,7r)-3,5,7-trimethyladamantan-1-yl)phenol FC1=CC(=C(C=C1)O)C12CC3(CC(CC(C1)(C3)C)(C2)C)C